NCCC[Si](OCC)(OCC)OCC aminopropyltriethoxysilan